5-((1-ethylcyclopropyl)ethynyl)-3,4-dihydroquinolin C(C)C1(CC1)C#CC1=C2CCC=NC2=CC=C1